FC1=C(C(=O)N[C@@H]2CNCC2)C=CC=C1 (S)-2-fluoro-N-(pyrrolidin-3-yl)benzamide